C1NCCC2=CC(=CC=C12)N1CCC(CC1)C1=CC=C(NC2C(NC(CC2)=O)=O)C=C1 3-[4-[1-(1,2,3,4-tetrahydroisoquinolin-6-yl)-4-piperidinyl]anilino]piperidine-2,6-dione